2',3'-dichloro-N-(3-((4-fluorophenyl)sulfonylamino)-4-hydroxyphenyl)-[1,1'-biphenyl]-4-carboxamide ClC1=C(C=CC=C1Cl)C1=CC=C(C=C1)C(=O)NC1=CC(=C(C=C1)O)NS(=O)(=O)C1=CC=C(C=C1)F